C(=C)OCCCCCCCCCCCCCCCCCCCCCC docosyl vinyl ether